N-cyclopropyl-2-(difluoromethoxy)-6-methoxy-4-[7-(6-morpholino-pyridazin-3-yl)imidazo[1,2-a]pyridin-3-yl]benzamide C1(CC1)NC(C1=C(C=C(C=C1OC)C1=CN=C2N1C=CC(=C2)C=2N=NC(=CC2)N2CCOCC2)OC(F)F)=O